trans-bromovinyl-potassium trifluoroborate B(F)(F)F.Br/C=C/[K]